C(CCCCC)C1N(C1CCCCCC)C(C(=O)O)C.BrC1=C(C=CC=C1)C1CC(C2=CC=CC=C12)=O 3-(2-bromophenyl)indan-1-one [2,3-dihexyl-(1-aziridinyl)]propionate